FC(C(=O)N1CCC(=CC1)C1=NC=CN=C1NC=1C=NC(=CC1)OC(F)(F)F)=C 2-fluoro-1-(4-(3-((6-(trifluoromethoxy)pyridin-3-yl)amino)pyrazin-2-yl)-3,6-dihydropyridin-1(2H)-yl)prop-2-en-1-one